C(C)(C)(CC(C)(C)C)OC1=CC=CC=C1 tert-octylphenyl ether